Cl.ClC1=C(C(=O)NC2=C3C=NN(C3=CC=C2)C=2C=NC(=CC2)C)C=C(C=C1)CNC(C(C)(C)C)=O 2-Chloro-5-{[(2,2-dimethylpropanoyl)amino]methyl}-N-[1-(6-methylpyridin-3-yl)-1H-indazol-4-yl]benzamide hydrochloride